FC=1C=C(C=CC1F)C(=CC(=O)OCC)N ethyl 3-(3,4-difluorophenyl)-3-aminoacrylate